6-[5-[1-[[2-cyano-5,7-bis(trifluoromethyl)benzothiophen-3-yl]-methyl-amino]ethyl]-1,2,4-triazol-1-yl]pyridine-3-carbonitrile C(#N)C=1SC2=C(C1N(C(C)C1=NC=NN1C1=CC=C(C=N1)C#N)C)C=C(C=C2C(F)(F)F)C(F)(F)F